The molecule is a member of the class of azabicycloalkanes that is 1-azabicyclo[3.2.0]heptan-7-one substituted at positions 3 and 6 by (2-aminoethyl)thio and ethyl groups respectively. It is a beta-lactam, an azabicycloalkane, an aliphatic sulfide and a primary amino compound. CCC1C2CC(CN2C1=O)SCCN